NCCC[Si](F)(C)C 3-aminopropyl-dimethyl-fluorosilane